N4-[4-(3-fluorophenyl)-7-methoxy-1H-1,3-benzodiazol-2-yl]-N1,N1-dimethylbenzene-1,4-dicarboxamide FC=1C=C(C=CC1)C1=CC=C(C=2NC(=NC21)NC(=O)C2=CC=C(C=C2)C(=O)N(C)C)OC